ClC1=CC(=C(OC=2C=C(C=C(C2)C)C=2C3=C(C(N(C2)C)=O)C=C(S3)C(=O)NC3CCC(CC3)C(=O)[O-])C(=C1)C)C 4-(7-(3-(4-chloro-2,6-dimethylphenoxy)-5-methylphenyl)-5-methyl-4-oxo-4,5-dihydrothieno[3,2-c]pyridine-2-carboxamido)cyclohexanecarboxylate